3-(Benzyloxy)-1H-pyrazole C(C1=CC=CC=C1)OC1=NNC=C1